Methyl (3R)-3-(methylamino)butanoate CN[C@@H](CC(=O)OC)C